methyl (Z)-1-(4-amino-2-fluorobut-2-en-1-yl)-4-(3-((3,3-difluoropyrrolidin-1-yl)sulfonyl)phenyl)-1H-benzo[d]imidazol-6-carboxylate hydrochloride Cl.NC\C=C(\CN1C=NC2=C1C=C(C=C2C2=CC(=CC=C2)S(=O)(=O)N2CC(CC2)(F)F)C(=O)OC)/F